[Cl-].C(C)NC1=CC=CC=C1 N-ethylaniline chloride